(2S,5R)-7-Oxo-2-(N-(pyridin-3-ylmethyl) carbamimidoyl)-1,6-diazabicyclo[3.2.1]octan-6-yl hydrogen sulfate S(=O)(=O)(ON1[C@@H]2CC[C@H](N(C1=O)C2)C(NCC=2C=NC=CC2)=N)O